O=C1N(C(C=C1)=O)CCCCCC(=O)NCC(=O)NCC(=O)N[C@H](C(=O)O)CC1=CC=CC=C1 (S)-2-(2-(2-(6-(2,5-dioxo-1H-pyrrol-1-yl)hexanamido)acetylamino)acetylamino)-3-phenylpropionic acid